4-bromo-N-(4-cyano-2-fluorophenyl)-1-(4-methylbenzenesulfonyl)pyrrole-3-sulfonamide BrC=1C(=CN(C1)S(=O)(=O)C1=CC=C(C=C1)C)S(=O)(=O)NC1=C(C=C(C=C1)C#N)F